5-[[2-[6-[3-(1-fluorocyclopropyl)-1H-1,2,4-triazol-5-yl]-2-azaspiro[3.3]heptane-2-carbonyl]-2-azaspiro[3.3]heptan-6-yl]methyl]-2-(trifluoromethyl)benzonitrile FC1(CC1)C1=NNC(=N1)C1CC2(CN(C2)C(=O)N2CC3(C2)CC(C3)CC=3C=CC(=C(C#N)C3)C(F)(F)F)C1